7-(8-fluoro-7-(8-fluoronaphthalen-1-yl)-2-((hexahydro-1H-pyrrolizin-7a-yl)methoxy)pyrido[4,3-d]pyrimidin-4-yl)-2,7-diazaspiro[4.5]decan-3-one FC1=C(N=CC2=C1N=C(N=C2N2CC1(CC(NC1)=O)CCC2)OCC21CCCN1CCC2)C2=CC=CC1=CC=CC(=C21)F